FC1=CC=C(C=C1)C1=CC2=C(N=CN=C2N[C@H](C)C=2C=NC(=NC2)C(F)(F)F)C=N1 6-(4-fluorophenyl)-N-[(1R)-1-[2-(trifluoromethyl)pyrimidin-5-yl]ethyl]pyrido[3,4-d]pyrimidin-4-amine